N-(3',4',5'-trifluorobiphenyl-2-yl)-3-difluoromethyl-5-fluoro-1-methylpyrazol-4-yl-carboxamide FC=1C=C(C=C(C1F)F)C1=C(C=CC=C1)NC(=O)C=1C(=NN(C1F)C)C(F)F